3-(4-Amino-2-oxa-8-azaspiro[4.5]decan-8-yl)-6-((2,3-dichlorophenyl)thio)pyrazin-2(1H)-on NC1COCC12CCN(CC2)C=2C(NC(=CN2)SC2=C(C(=CC=C2)Cl)Cl)=O